C(C)(C)(C)OC(=O)NC1=NN(C=C1C(=O)OCC)C Ethyl 3-((tert-butoxycarbonyl)amino)-1-methyl-1H-pyrazole-4-carboxylate